CN(C(C1=CC=CC=C1)=O)C N,N-Dimethylbenzamide